C1(CC1)S(=O)(=O)N[C@@H]1[C@@H](N(CCC1)C(=O)NC)CO[C@@H]1CC[C@@H](CC1)C1=CC=CC=C1 cis-3-((cyclopropylsulfonyl)amino)-N-methyl-2-(((cis-4-phenylcyclohexyl)oxy)methyl)-piperidine-1-carboxamide